COC1=CC=C(C=C1)C#CC1=CC=C2C3=C(C=CC=C13)C(=O)OC2=O 4-((4-methoxyphenyl)ethynyl)-1,8-naphthalenedicarboxylic anhydride